O=C1N(CCC(N1)=O)C1=NN(C2=CC(=CC=C12)N1CC(N(CC1)C(=O)OC(C)(C)C)(C)C)C tert-butyl 4-[3-(2,4-dioxo-1,3-diazinan-1-yl)-1-methylindazol-6-yl]-2,2-dimethylpiperazine-1-carboxylate